tert-butyl (S)-4-(6-fluoro-7-(N-(1-methylcyclopropyl) sulfamoyl)-9H-pyrimido[4,5-b]indol-4-yl)-2-methyl-3,6-dihydropyridine-1(2H)-carboxylate FC=1C=C2C3=C(NC2=CC1S(NC1(CC1)C)(=O)=O)N=CN=C3C=3C[C@@H](N(CC3)C(=O)OC(C)(C)C)C